5-methyl-2-phenyl-2,4-dihydro-3H-pyrazole-3-one CC=1CC(N(N1)C1=CC=CC=C1)=O